[Sn].C1(=CC=CC2=CC=CC=C12)C12C(C3(C(C(C(C(C3(C(C2(C(C(C(C1([2H])[2H])([2H])[2H])([2H])[2H])([2H])[2H])[2H])([2H])[2H])[2H])([2H])[2H])([2H])[2H])([2H])[2H])([2H])[2H])[2H])([2H])C1=CC=CC2=CC=CC=C12 dinaphthylanthracene-d22 Tin